N-((3-nitro-4-[(tetrahydro-2H-pyran-4-ylmethyl)amino]phenyl)sulfonyl)-2-(1H-pyrrolo[2,3-b]pyridin-5-yloxy)benzamide [N+](=O)([O-])C=1C=C(C=CC1NCC1CCOCC1)S(=O)(=O)NC(C1=C(C=CC=C1)OC=1C=C2C(=NC1)NC=C2)=O